1-THIAZOL-2-YL-PYRAZOL S1C(=NC=C1)N1N=CC=C1